CO[C@H]1[C@@H](N(C1)C(=O)O[C@H]1C[C@H](CC1)C1=CC(=NN1)NC(CC1=CC(=NC=C1)OC)=O)C (1R,3S)-3-(3-{[(2-methoxypyridin-4-yl)acetyl]amino}-1H-pyrazol-5-yl)cyclopentyl (2S,3R)-3-methoxy-2-methylazetidine-1-carboxylate